quinazolin-6-yl-acrylic acid N1=CN=CC2=CC(=CC=C12)C(C(=O)O)=C